2-(trifluoro(methyl)phenyl)-1H-pyrrole-3-carboxamide FC=1C(=C(C(=C(C1)C=1NC=CC1C(=O)N)C)F)F